COC(=O)CC=1C(NC(NC1)=O)=O 5-methoxycarbonylmethyl-uracil